iron-sodium phosphate P(=O)([O-])([O-])[O-].[Na+].[Fe+2]